4-[[(2S,3r,4r,5s)-3-(3,4-difluoro-2-vinyl-phenyl)-4,5-dimethyl-5-(trifluoromethyl)tetrahydrofuran-2-carbonyl]amino]pyridine-2-carboxamide FC=1C(=C(C=CC1F)[C@@H]1[C@H](O[C@@]([C@@H]1C)(C(F)(F)F)C)C(=O)NC1=CC(=NC=C1)C(=O)N)C=C